[Br-].C(CCCCC)[PH2+]CCCCCCCCCCCCCC hexylTetradecylphosphonium bromide